BrCCCCCCCCCCCCCCCCCCCCCC 1-bromo-docosane